5-(8-oxa-3-azabicyclo[3.2.1]oct-3-yl)pyridin-2-amine C12CN(CC(CC1)O2)C=2C=CC(=NC2)N